2-(ortho-chlorophenyl)-4,5-diphenylimidazole ClC1=C(C=CC=C1)C=1NC(=C(N1)C1=CC=CC=C1)C1=CC=CC=C1